methyl (1S,3R)-3-hydroxycyclohexane-1-carboxylate O[C@H]1C[C@H](CCC1)C(=O)OC